N-{(1S)-1-cyano-2-[(3S)-2-oxopyrrolidin-3-yl]ethyl}-4-methyl-N2-{[3-(2-methylpropyl)-1H-pyrazol-5-yl]carbonyl}-L-leucinamide C(#N)[C@H](C[C@H]1C(NCC1)=O)NC([C@@H](NC(=O)C1=CC(=NN1)CC(C)C)CC(C)(C)C)=O